2-(4-aminocyclohexyl)-N-(4-(tert-butyl)phenyl)acetamide NC1CCC(CC1)CC(=O)NC1=CC=C(C=C1)C(C)(C)C